[Si](C)(C)(C(C)(C)C)OCC12CCCN2CCC1 7a-(((Tert-butyldimethylsilyl)oxy)methyl)hexahydro-3H-pyrrolizin